C1[C@@H]([C@H]([C@@H]([C@H]([C@@H]1[NH3+])O[C@@H]2[C@@H]([C@H]([C@@H]([C@H](O2)CO)O)[NH3+])O)O)O[C@@H]3[C@@H]([C@H]([C@@H]([C@H](O3)CO)O)O)[NH3+])[NH3+] The molecule is an organic cation obtained by protonation of the primary amino groups of kanamycin C. It is an organic cation and an ammonium ion derivative. It is a conjugate acid of a kanamycin C.